N-((S)-(3-chloro-2,6-difluorophenyl)(cyclopentyl)methyl)-5-(2-hydroxyethyl)-6,8-dioxo-5,7-diazaspiro[3.4]octane-2-carboxamide ClC=1C(=C(C(=CC1)F)[C@@H](NC(=O)C1CC2(C1)N(C(NC2=O)=O)CCO)C2CCCC2)F